C(C\C=C/CC)C(C(=O)O)(C)C.C(=CCCCC)OC(C(C)C)=O HEXENYL-3-CIS-ISOBUTYRATE ((Z)-hex-3-en-1-yl isobutanoate)